4-((17-Amino-2-oxo-6,9,12,15-tetraoxa-3-azaheptadecyl)oxy)-2-methyl-N-(5-methylthiazol-2-yl)benzamide NCCOCCOCCOCCOCCNC(COC1=CC(=C(C(=O)NC=2SC(=CN2)C)C=C1)C)=O